CS(=O)(=O)N1CCC(CC1)NC(=O)C1CCN(CC1)C(=O)C1=NNC(=C1)C1=CC=NC=C1 N-(1-methanesulfonylpiperidin-4-yl)-1-[5-(pyridin-4-yl)-1H-pyrazole-3-carbonyl]piperidine-4-carboxamide